2-(2-(pyrrolidin-1-yl)isonicotinamido)benzo[d]thiazole-6-carboxylic acid N1(CCCC1)C=1C=C(C(=O)NC=2SC3=C(N2)C=CC(=C3)C(=O)O)C=CN1